(E)-3-(3-Bromo-4-hydroxyphenyl)-1-(4-ethoxyphenyl)prop-2-en-1-one BrC=1C=C(C=CC1O)/C=C/C(=O)C1=CC=C(C=C1)OCC